C(CCC)[Al](CCCC)CCCC tri-butyl-aluminum